ClC1=NC=C(C(=N1)C=1C=CC2=C(N=CS2)C1)F 5-(2-chloro-5-fluoropyrimidin-4-yl)benzothiazole